ClC1=C(C(=CC=C1Cl)OCOCC[Si](C)(C)C)[C@@H]1CC(N(C1)C=1C=NN(C1)C)=O (4S)-4-(2,3-dichloro-6-[[2-(trimethylsilyl)ethoxy]methoxy]phenyl)-1-(1-methylpyrazol-4-yl)pyrrolidin-2-one